ethyl 1-(1-(1-((2S,3S)-1-methyl-5-oxo-2-(pyridin-3-yl)pyrrolidin-3-yl)-1-oxo-5,8,11-trioxa-2-azatridecan-13-yl)piperidin-4-yl)-1H-pyrazole-4-carboxylate, ditrifluoroacetic acid salt FC(C(=O)O)(F)F.FC(C(=O)O)(F)F.CN1[C@@H]([C@H](CC1=O)C(NCCOCCOCCOCCN1CCC(CC1)N1N=CC(=C1)C(=O)OCC)=O)C=1C=NC=CC1